FC1=CC(=C(O[C@H](CN)C)C=C1)CN1C2=C(OC[C@H]1C)C=C1C(=N2)NC=N1 (S)-2-(4-fluoro-2-(((R)-6-methyl-6,7-dihydroimidazo[4',5':5,6]pyrido[3,2-b][1,4]oxazin-5(3H)-yl)methyl)phenoxy)propan-1-amine